[C@@]12(C(=O)CC(CC1)C2(C)C)CS(=O)(=O)O |r| (R)- and (S)-camphorsulfonic acid